2-[[5-Benzyloxy-2-fluoro-4-(1-hydroxy-1-methyl-ethyl)phenyl]methyl]-N-(3,3,3-trifluoropropyl)-1H-benzimidazole-5-carboxamide C(C1=CC=CC=C1)OC=1C(=CC(=C(C1)CC1=NC2=C(N1)C=CC(=C2)C(=O)NCCC(F)(F)F)F)C(C)(C)O